benzylcyclohexyl-benzoylperoxide C(C1=CC=CC=C1)C=1C(=C(C(=O)OOC(C2=C(C(=CC=C2)CC2=CC=CC=C2)C2CCCCC2)=O)C=CC1)C1CCCCC1